2,4,6-trimethoxyxylene COC1(C(C(=CC(=C1)OC)OC)C)C